N1(N=CN=C1)CCNC=1C(=CC=C(C1)Cl)C1=C(C=CC=C1C)C N-(2-(1H-1,2,4-triazol-1-yl)ethyl)-4-chloro-2',6'-dimethyl-[1,1'-biphenyl]-2-amine